[Fe].[Fe].[Fe].C(C)S(CC)(CC)CC tetraethyl-sulfur triiron